(6As,10aS)-3-(1-adamantyl)-6,9-dimethylidene-7,8,10,10a-tetrahydro-6aH-benzo[c]chromen-1-ol C12(CC3CC(CC(C1)C3)C2)C=2C=C(C=3[C@@H]1[C@@H](C(OC3C2)=C)CCC(C1)=C)O